N-(di-tert-butylphenyl)-dithienopyrrole C(C)(C)(C)C=1C(=C(C=CC1)N1C2=C(C3=C1C=CS3)C=CS2)C(C)(C)C